2-[(1Z)-5-Fluoro-2-methyl-1-{[4-(naphthalen-2-yloxy)phenyl]methylidene}-1H-inden-3-yl]acetic acid FC=1C=C2C(=C(/C(/C2=CC1)=C/C1=CC=C(C=C1)OC1=CC2=CC=CC=C2C=C1)C)CC(=O)O